(2S,4R)-N-(1-carbamoyl-1-cyclopropyl-propyl)-1-[(2S)-2-(4-cyclopropyltriazol-1-yl)-3,3-dimethyl-butanoyl]-4-hydroxy-pyrrolidine-2-carboxamide C(N)(=O)C(CC)(C1CC1)NC(=O)[C@H]1N(C[C@@H](C1)O)C([C@H](C(C)(C)C)N1N=NC(=C1)C1CC1)=O